4,5-difluoro-1,3-dioxole FC=1OCOC1F